BrC1=NC=CC=N1 2-Bromopyrimidin